ClC1=C2C(=NC=C1OC=1C=NN3C1C(=NC=C3)NC)N=C(N2C)NC=2C(N(C=C(C2)C2CC2)C)=O 3-((7-chloro-1-methyl-6-((4-(methylamino)pyrazolo[1,5-a]pyrazin-3-yl)oxy)-1H-imidazo[4,5-b]pyridin-2-yl)amino)-5-cyclopropyl-1-methylpyridin-2(1H)-one